1-Amino-8-methoxybenzo[f]quinazoline-7,10-dione NC1=NC=NC=2C=CC3=C(C12)C(C=C(C3=O)OC)=O